Pyrimidin-5-yl p-toluenesulfonate CC1=CC=C(C=C1)S(=O)(=O)OC=1C=NC=NC1